C(#N)C(=C(C1=CC=CC=C1)OCC(CCCC)CC)C1=CC(=CC=C1OC)OC α-cyano-4-(2-ethylhexyloxystyryl)-2,5-dimethoxybenzene